NCC(CC(CCNCCCN1CCN(CC1)CCCNCCC(CCCCC\C=C/CCCCCCCC)CC(CN)O)CCCCC\C=C/CCCCCCCC)O 1,4-bis[(3-(3-amino-2-hydroxy-propyl)-oleylamino)propyl]piperazine